BrC1=CC=C(C=2SC3=C(C21)C=CC=C3)Br 1,4-dibromodibenzothiophene